C12(CC3CC(CC(C1)C3)C2)CC2=NOC(=N2)[C@H](CCCCN)NC([C@H](CC2=C(C=C(C=C2C)O)C)NC([C@@H](CCCNC(=N)N)N)=O)=O (R)-N-((S)-1-(((S)-1-(3-(adamantan-1-ylmethyl)-1,2,4-oxadiazol-5-yl)-5-aminopentyl)amino)-3-(4-hydroxy-2,6-dimethylphenyl)-1-oxopropan-2-yl)-2-amino-5-guanidino-pentanamide